2-(N-[4-amino-5-[4-(difluoromethoxy)benzoyl]thiazol-2-yl]-4-chloro-3-fluoro-anilino)propanamide NC=1N=C(SC1C(C1=CC=C(C=C1)OC(F)F)=O)N(C1=CC(=C(C=C1)Cl)F)C(C(=O)N)C